C(C)(C)(C)OC(=O)N1C(CCCC1)C1=C(C=CC=C1)CNC1=C(NC=C1)C(=O)OCC (2-(((2-(ethoxycarbonyl)-1H-pyrrol-3-yl)amino)methyl)phenyl)piperidine-1-carboxylic acid tert-butyl ester